COC1=CC=C(CC2(N(CC(C2)C(F)(F)F)C2=NN(C=N2)C)C(=O)N)C=C1 (4-methoxybenzyl)-1-(1-methyl-1H-1,2,4-triazol-3-yl)-4-(trifluoromethyl)pyrrolidine-2-carboxamide